5-(4-((5-hydroxy-5-methylhexahydrocyclopenta[c]pyrrol-2(1H)-yl)methyl)pyridin-2-yl)-1-oxoisoindolin OC1(CC2C(CN(C2)CC2=CC(=NC=C2)C=2C=C3CNC(C3=CC2)=O)C1)C